[Cl-].C(C)[NH3+] ethylazanium chloride